C(C)C1N(C(CC1)C)C 2-ethyl-1,5-dimethylpyrrolidine